ClC=1C=C(C=CC1)C(=O)N1CCCC2=CC(=CC=C12)[C@@H](C(=O)NC1=CC=C(C=C1)Cl)C (2S)-2-[1-(3-chlorobenzene-1-carbonyl)-1,2,3,4-tetrahydroquinolin-6-yl]-N-(4-chlorophenyl)propanamide